[Na].[Li].[K] potassium lithium sodium